ClC1=NC=CC(=N1)C1=C(N=C(S1)C1N(CCN(C1)C1CC1)C(=O)OC(C)(C)C)C1=C(C(=CC=C1)NS(=O)(=O)C1=C(C=CC(=C1)F)F)F tert-butyl 2-{5-(2-chloropyrimidin-4-yl)-4-[3-(2,5-difluorobenzenesulfonylamino)-2-fluorophenyl]-thiazol-2-yl}-4-cyclopropylpiperazine-1-carboxylate